N[C@@H]1C(CN(CC1)C(=S)[C@]12C[C@]3(C[C@](C[C@@H](C1)C3)(C2)C2=CC=CC=C2)C)(C)C ((S)-4-amino-3,3-dimethylpiperidin-1-yl)((1S,3R,5R,7S)-3-methyl-5-phenyladamantan-1-yl)methanethione